tert-butyl 2-((1-(2,6-dioxopiperidin-3-yl)-3-methyl-2-oxo-2,3-dihydro-1H-benzo[d]imidazol-4-yl)amino)-7-azaspiro[3.5]nonane-7-carboxylate O=C1NC(CCC1N1C(N(C2=C1C=CC=C2NC2CC1(C2)CCN(CC1)C(=O)OC(C)(C)C)C)=O)=O